tert-Butyl 6-amino-7-methyl-1H-indole-1-carboxylate NC1=CC=C2C=CN(C2=C1C)C(=O)OC(C)(C)C